3,5-dichloro-N-(6-(2-hydroxy-2-(4-(trifluoromethyl)phenyl)ethyl)-6-azaspiro[2.5]oct-1-yl)benzamide ClC=1C=C(C(=O)NC2CC23CCN(CC3)CC(C3=CC=C(C=C3)C(F)(F)F)O)C=C(C1)Cl